1-(4-bromophenyl)-3-methylbutan-1-one BrC1=CC=C(C=C1)C(CC(C)C)=O